ClC1=NN=C2N1C1=CC=CC(=C1C(=N2)N(C2=CC(=CC(=C2)C#CC2(CC2)C(F)(F)F)F)CC(F)F)F chloro-N-(2,2-difluoroethyl)-6-fluoro-N-(3-fluoro-5-((1-(trifluoromethyl)cyclopropyl)ethynyl)phenyl)-[1,2,4]triazolo[4,3-a]quinazolin-5-amine